6-[3-[[4-(trifluoromethyl)phenyl]methyl]azetidine-1-carbonyl]-4H-1,4-benzoxazin-3-one FC(C1=CC=C(C=C1)CC1CN(C1)C(=O)C=1C=CC2=C(NC(CO2)=O)C1)(F)F